CC1=C(C=CC(=C1)C2=CC(=C(C=C2)N=NC3=C(C4=C(C=C3)C(=CC(=C4N)S(=O)(=O)[O-])S(=O)(=O)[O-])O)C)N=NC5=C(C6=C(C=C5)C(=CC(=C6N)S(=O)(=O)[O-])S(=O)(=O)[O-])O The molecule is an organosulfonate oxoanion obtained by deprotonation of the four sulfo groups of 6,6'-{(3,3'-dimethyl[1,1'-biphenyl]-4,4'-diyl)bis[diazene-2,1-diyl]}bis(4-amino-5-hydroxynaphthalene-1,3-disulfonic acid). It is a conjugate base of an Evans blue free acid.